benzoyl-benzoyl-methane Tert-butyl-1,1-dioxo-1,2,5-thiadiazolidine-2-carboxylate C(C)(C)(C)OC(=O)N1S(NCC1)(=O)=O.C(C1=CC=CC=C1)(=O)CC(C1=CC=CC=C1)=O